4-(3-chloro-4-((1-(piperidin-4-ylmethyl)piperidin-4-yl)oxy)phenyl)-2-methyl-2,7-naphthyridin-1(2H)-one ClC=1C=C(C=CC1OC1CCN(CC1)CC1CCNCC1)C1=CN(C(C2=CN=CC=C12)=O)C